ClC=1C(=NC(=NC1)N[C@H]1CNCCC1)NC1=C(C=CC=C1)S(=O)(=O)C(C)C (R)-5-chloro-N4-(2-(isopropylsulfonyl)phenyl)-N2-(piperidin-3-yl)pyrimidine-2,4-diamine